thionicotinic acid amide C(C1=CN=CC=C1)(=S)N